CC1=CC2=C(S(C3=C2C=CC(=C3C)N)(=O)=O)C=C1N 2,6-dimethyl-3,7-diaminodibenzothiophene-5,5-dioxide